N-tert-butyl-3-(5-((3,5-difluorobenzyl)amino)-1H-indazol-3-yl)acrylamide C(C)(C)(C)NC(C=CC1=NNC2=CC=C(C=C12)NCC1=CC(=CC(=C1)F)F)=O